TMS(tetramethyl)Silane tert-Butyl-(S)-((4,4-difluorocyclohexyl)(7-((1-(((4-nitrophenyl)sulfonyl)carbamoyl)cyclopent-3-en-1-yl)methyl)imidazo[1,2-b]pyridazin-2-yl)methyl)carbamate C(C)(C)(C)N(C(O)=O)[C@H](C=1N=C2N(N=CC(=C2)CC2(CC=CC2)C(NS(=O)(=O)C2=CC=C(C=C2)[N+](=O)[O-])=O)C1)C1CCC(CC1)(F)F.[Si](C)(C)(C)C[Si](C)(C)C